C[C@]1(CNCCC1)O (3S)-3-methylpiperidin-3-ol